OC(=O)C(F)(F)F.FC=1C(=C2C(=C(NC2=C(C1)C(=O)N)C)C)CC=1C=NC(=CC1)C#CC 5-fluoro-2,3-dimethyl-4-((6-(prop-1-yn-1-yl)pyridin-3-yl)methyl)-1H-indole-7-carboxamide TFA salt